ClC=1C=CC2=C(C=C(O2)C2=CN=CC3=C2SCCN3S(=O)(=O)C=3C=C2C=CN(C2=CC3)C(C)=O)C1 1-(5-((8-(5-chlorobenzofuran-2-yl)-2,3-dihydro-4H-pyrido[4,3-b][1,4]thiazin-4-yl)sulfonyl)indole-1-yl)ethane-1-one